ClC1=CC=C(C=C1)S(=O)(=O)NC1=CC(=CC=C1)C(\C=C\C1=CC=C(C=C1)OC)=O (E)-4-chloro-N-(3-(3-(4-methoxyphenyl)acryloyl)phenyl)benzenesulfonamide